FC1=CC=C(C=C1)C1=CC=2C(=NC=C(C2)C=2N=C(SC2)C(=O)N[C@@H](CO)CC)N1 (R)-4-(2-(4-Fluorophenyl)-1H-pyrrolo[2,3-b]pyridin-5-yl)-N-(1-hydroxybutan-2-yl)-thiazole-2-carboxamide